CN1N=CC=C1C1CCN(CC1)C1CC2(C1)CN(CC2)C(=O)OCC ethyl cis-2-[4-(1-methyl-1H-pyrazol-5-yl) piperidin-1-yl]-6-azaspiro[3.4]octane-6-carboxylate